2-amino-3-(8-hydroxy-3-quinolyl)propionic acid NC(C(=O)O)CC=1C=NC2=C(C=CC=C2C1)O